Tert-butyl 5-oxo-3-((2-(trimethylsilyl)ethoxy)methyl)-4,5,6,8-tetrahydropyrazolo[3,4-b]pyrrolo[3,4-d]pyridine-7(3H)carboxylate O=C1C2=C(C3=C(N1)N(N=C3)COCC[Si](C)(C)C)CN(C2)C(=O)OC(C)(C)C